F[C@@H]1CN(CC1)C=1SC(=CN1)C1=NC(=NC=C1C1=CN=CS1)NC1=CC=C(C=C1)N1CCN(CC1)C (S)-4-(2-(3-fluoropyrrolidin-1-yl)thiazol-5-yl)-N-(4-(4-methylpiperazin-1-yl)phenyl)-5-(thiazol-5-yl)pyrimidin-2-amine